[Si](C)(C)(C(C)(C)C)OCCN1N=C(C=C1CO)O 1-[2-[tert-butyl(dimethyl)silyl]oxyethyl]-5-(hydroxymethyl)pyrazol-3-ol